1-(4-((6-(Acetoxymethyl)-2-oxo-2H-chromene-3-carbonyl)oxy)phenethyl)guanidinium chloride hemihydrate O.[Cl-].C(C)(=O)OCC=1C=C2C=C(C(OC2=CC1)=O)C(=O)OC1=CC=C(CCNC(=[NH2+])N)C=C1.C(C)(=O)OCC=1C=C2C=C(C(OC2=CC1)=O)C(=O)OC1=CC=C(CCNC(=[NH2+])N)C=C1.[Cl-]